BrC1=C(C=C(C=C1C)Br)C 2,5-dibromo-meta-xylene